CC1CCCC1C 3,4-dimethyl-cyclopentane